NC1=C(C=CC(=C1)Cl)C(C)=O 1-(2-amino-4-chlorophenyl)ethanone